6'-cyclopropoxy-2',3'-dihydrospiro[cyclopropane-1,1'-naphthalen]-4'-one C1(CC1)OC=1C=C2C(CCC3(C2=CC1)CC3)=O